1-octyl-3-ethylpyrrolidinium cyanide [C-]#N.C(CCCCCCC)[NH+]1CC(CC1)CC